(Z)-1-(2-chloro-6-methylphenyl)-N'-((5-(difluoromethyl)-1-methyl-1H-pyrazole-3-carbonyl)oxy)cyclopropane-1-carboximidamide ClC1=C(C(=CC=C1)C)C1(CC1)/C(/N)=N/OC(=O)C1=NN(C(=C1)C(F)F)C